(S)-3-(4-(((R)-7-Fluoro-4-(5-(((R)-tetrahydrofuran-3-yl)oxy)pyridin-3-yl)-2,3-dihydro-1H-inden-1-yl)oxy)phenyl)hex-4-ynoic Acid FC=1C=CC(=C2CC[C@H](C12)OC1=CC=C(C=C1)[C@H](CC(=O)O)C#CC)C=1C=NC=C(C1)O[C@H]1COCC1